di-methyl-heptyl-phenyl-phenylenediamine CN(C1=C(C=CC=C1)N(C1=CC=CC=C1)CCCCCCC)C